(1R,1'R,4R)-4-methoxy-5''-methyl-6'-(5-(prop-1-yn-1-yl)pyridin-3-yl)-3'H-dispiro[cyclohexane-1,2'-indene-1',2''-imidazole]-4''-amine COC1CCC2(CC3=CC=C(C=C3[C@@]23N=C(C(=N3)N)C)C=3C=NC=C(C3)C#CC)CC1